C(#N)C1=C(N=C(C=2CCCCC12)C=1SC=CC1)SC(C(=O)O)C1=CC=CC=C1 2-((4-cyano-1-(thiophen-2-yl)-5,6,7,8-tetrahydroisoquinolin-3-yl)thio)-2-phenylacetic acid